CN([S@](=O)C(C)(C)C)[C@@H]1CC2(C3=CC(=CC=C13)C(F)(F)F)CC2 (R)-N,2-dimethyl-N-((R)-6'-(trifluoromethyl)-2',3'-dihydrospiro[cyclopropane-1,1'-inden]-3'-yl)propane-2-sulfinamide